C(C)(C)(C)OC(N[C@H]1C[C@@H](OC[C@@H]1O)C(=O)N1[C@H](C2=CC=CC=C2CC1)C1=CC=C(C=C1)F)=O ((2r,4S,5r)-2-((S)-1-(4-fluorophenyl)-1,2,3,4-tetrahydroisoquinoline-2-carbonyl)-5-hydroxytetrahydro-2H-pyran-4-yl)carbamic acid tert-butyl ester